2-(Methylamino)-6-furfurylamino-9-(Tetrahydrofuran-2-yl)-9H-purin CNC1=NC(=C2N=CN(C2=N1)C1OCCC1)NCC1=CC=CO1